CONC(C1=CN=CC=C1NC1=C(C(=CC=C1)N1N=CC=C1)OC)=O N-methoxy-4-((2-methoxy-3-(1H-pyrazol-1-yl)phenyl)amino)nicotinamide